ClC1=C(C=CC=C1C1=NC(=C(C=C1)CN(C)CCO)OC)C1=C(C(=CC=C1)NC(=O)C=1C(N(C(N(C1)C)=O)C)=O)C N-(2'-chloro-3'-(5-(((2-hydroxyethyl)(methyl)amino)methyl)-6-methoxypyridin-2-yl)-2-methyl-[1,1'-biphenyl]-3-yl)-1,3-dimethyl-2,4-dioxo-1,2,3,4-tetrahydropyrimidine-5-carboxamide